C(C)C1=CC=C(CC(C(=O)C2=CC=C(C=C2)N2CCOCC2)CC)C=C1 2-(4-ethylbenzyl)-1-(4-morpholin-4-ylphenyl)butan-1-one